1,1-difluorospiro[2.3]hexane FC1(CC12CCC2)F